CC1=CC=CC=C1NC(=S)N N-(2-methylphenyl)thiourea